2-((4-(6-((4-cyano-2-fluorobenzyl)oxy)pyridin-2-yl)piperidin-1-yl)methyl)-1-(2-methoxyethyl)-4-(1-methyl-1H-pyrazol-4-yl)-1H-benzo[d]imidazole-6-carboxylic acid C(#N)C1=CC(=C(COC2=CC=CC(=N2)C2CCN(CC2)CC2=NC3=C(N2CCOC)C=C(C=C3C=3C=NN(C3)C)C(=O)O)C=C1)F